2-nitrophenyl-phenylketene [N+](=O)([O-])C1=C(C=CC=C1)C(=C=O)C1=CC=CC=C1